4-(9-ethyl-8-(1-methoxyprop-1-en-2-yl)-2-(4-phenyl-1H-pyrazol-1-yl)-9H-purin-6-yl)morpholine C(C)N1C2=NC(=NC(=C2N=C1C(=COC)C)N1CCOCC1)N1N=CC(=C1)C1=CC=CC=C1